N1CCC(CC1)CCC(=O)O 3-(piperidin-4-yl)propionic acid